C(C)(=O)C=1N=C(OC1)C(=O)N.[Na] sodium acetyloxazolamide